CC(=CCC(CO)C(=C)C)C 5-Methyl-2-prop-1-en-2-ylhex-4-en-1-ol